ClC1=C(C=CC(=C1OC)OC)C(C)=O 1-(2-chloro-3,4-dimethoxyphenyl)ethan-1-one